ClC1=CC(=C(C=C1)NC1=CC(=NC=C1C(=O)NOCC)NC1=NC(=NC(=C1)C)C)N(S(=O)(=O)C)C 4-((4-chloro-2-(N-methylmethanesulfonamido)phenyl)amino)-6-((2,6-dimethylpyrimidin-4-yl)amino)-N-ethoxynicotinamide